CS(=O)(=O)C1=C(C=CC=C1)C=1C=C(C=CC1)B(O)O (3-(methylsulfonylphenyl)phenyl)boronic acid